C1(CC1)C(=O)N1CCN(CC1)C=1C=C(CN2N=C(C=C2C)C(=O)NC2=CC=C(C=C2)OC(F)(F)F)C=CC1 1-(3-(4-(cyclopropanecarbonyl)piperazin-1-yl)benzyl)-5-methyl-N-(4-(trifluoromethoxy)phenyl)-1H-pyrazole-3-carboxamide